N-(6,7-Dihydro-5,8-dioxa-1-thia-3-aza-cyclopenta[b]naphthalen-2-yl)-2-(4-ethanesulfonyl-phenyl)-acetamide S1C(=NC=2C1=CC=1OCCOC1C2)NC(CC2=CC=C(C=C2)S(=O)(=O)CC)=O